C(C)(C)(C)C1CC(OC=2C=CC(=C(C12)O)C(C)C)(C)C 4-Tert-butyl-2,2-dimethyl-6-propan-2-yl-3,4-dihydrochromen-5-ol